NC=1N=C(SC1C(=O)C1=CC(=NO1)OC(C)C)N(C1=CC=C(C=C1)F)C(C(=O)N)C (N-[4-amino-5-(3-isopropoxyisoxazole-5-carbonyl)thiazol-2-yl]-4-fluoro-anilino)propanamide